NC1=C(SC2=NC=CC(=C21)C2=CC=C(C=C2)C=2C=NN(C2)C)C(=O)O 3-amino-4-(4-(1-methyl-1H-pyrazol-4-yl)phenyl)thieno[2,3-b]pyridine-2-carboxylic acid